tert-butyl 3-[[6-(2,8-dimethylimidazo[1,2-b]pyridazin-6-yl)-8-fluoro-imidazo[1,2-a]pyridine-2-carbonyl]amino]azetidine-1-carboxylate CC=1N=C2N(N=C(C=C2C)C=2C=C(C=3N(C2)C=C(N3)C(=O)NC3CN(C3)C(=O)OC(C)(C)C)F)C1